2,6,6-TRIMETHYLBICYCLO[3.1.1]HEPTAN CC1C2C(C(CC1)C2)(C)C